BrC1=CC=C(C=C1)C(CN)(C)C 2-(4-bromophenyl)-2-methylpropan-1-amine